FC(CN1N=NC2=C1C=C(C=C2)C=2C(=CN1N=C(N=C(C12)OC([2H])([2H])[2H])NC1CCC(CC1)(O)C)F)F (1r,4r)-4-((5-(1-(2,2-difluoroethyl)-1H-benzo[d][1,2,3]triazol-6-yl)-6-fluoro-4-(methoxy-d3)pyrrolo[2,1-f][1,2,4]triazin-2-yl)amino)-1-methylcyclohexan-1-ol